1-(1-hydroxy-2-methylpropan-2-yl)-3-(5-methoxy-2-methyl-4-nitrophenyl)thiourea OCC(C)(C)NC(=S)NC1=C(C=C(C(=C1)OC)[N+](=O)[O-])C